(S)-4-(4-chloropyrazolo[1,5-a]pyridin-2-yl)-5-(pyrimidin-2-yl)-4,5,6,7-tetrahydro-1H-imidazo[4,5-c]pyridine ClC=1C=2N(C=CC1)N=C(C2)[C@H]2N(CCC1=C2N=CN1)C1=NC=CC=N1